C(C)(C)(C)OC(=O)N1CCC(=CC1)C1=CC(=C(C(=O)O)C=C1)F 4-(1-(tert-Butoxycarbonyl)-1,2,3,6-tetrahydropyridin-4-yl)-2-fluorobenzoic acid